CC([C@@H](C(=O)N1[C@@H](C[C@H](C1)O)C(=O)NC)N1N=NC(=C1)C1=C(C=CC=C1)C1=CC=CC=C1)(C)C (2S,4r)-1-[(2S)-3,3-dimethyl-2-[4-(2-phenylphenyl)triazol-1-yl]butyryl]-4-hydroxy-N-methyl-pyrrolidine-2-carboxamide